3-chloro-2-cyclopropoxy-5-(4-(2-(methylsulfonyl)quinoxalin-6-yl)phenoxy)benzonitrile ClC=1C(=C(C#N)C=C(C1)OC1=CC=C(C=C1)C=1C=C2N=CC(=NC2=CC1)S(=O)(=O)C)OC1CC1